tert-Butyl 8-formyl-3,4-dihydroisoquinoline-2(1H)-carboxylate C(=O)C=1C=CC=C2CCN(CC12)C(=O)OC(C)(C)C